N1N=CC2=CC(=CC=C12)C#CC1=NC(=NC=C1)C1=NC(=NC=C1)NCC1=C(C=CC=C1F)F ((1H-indazol-5-yl)ethynyl)-N-(2,6-difluorobenzyl)-[2,4'-bipyrimidin]-2'-amine